tertbutyl chromate [Cr](=O)(=O)(OC(C)(C)C)[O-]